FC1=CC=C(C=C1)N1N=CC2=CC(=C(C=C12)C)N1C[C@H](CCC1)N(S(=O)(=O)C=1C=NN(C1)CCC)C (S)-N-(1-(1-(4-fluorophenyl)-6-methyl-1H-indazol-5-yl)piperidin-3-yl)-N-methyl-1-propyl-1H-pyrazole-4-sulfonamide